2-benzyl-5-piperazin-1-ylpyrimidine C(C1=CC=CC=C1)C1=NC=C(C=N1)N1CCNCC1